6-{3-[(4-cyclopentyl-3-oxopiperazin-1-yl)carbonyl]-4-fluorobenzyl}-4,5-dimethylpyridazin-3(2H)-one C1(CCCC1)N1C(CN(CC1)C(=O)C=1C=C(CC=2C(=C(C(NN2)=O)C)C)C=CC1F)=O